(hexane-1,6-diamine) C(CCCCCN)N